C1(CC1)C1=C(C=NC2=CC=CN=C12)NC1=CC=C(C=C1)[C@@H](C(F)(F)F)N(C(=O)C1CCC(CC1)C=1N=NN(N1)C)C N-((S)-1-(4-((4-cyclopropyl-1,5-naphthyridin-3-yl)amino)phenyl)-2,2,2-trifluoroethyl)-N-methyl-4-(2-methyl-2H-tetrazol-5-yl)cyclohexane-1-carboxamide